(1aR,5aR)-2-(4-Cyano-pyridin-2-yl)-1a,2,5,5a-tetrahydro-1H-2,3-diaza-cyclopropa[a]pentalene-4-carboxylic acid (2-hydroxy-1,1-dimethylethyl)-amide OCC(C)(C)NC(=O)C=1C=2C[C@@H]3[C@H](C2N(N1)C1=NC=CC(=C1)C#N)C3